ethyl (S)-2-((2,4-dimethoxybenzyl) amino)-4-((1-hydroxypentan-2-yl) amino)-1,5-naphthyridine-3-carboxylate COC1=C(CNC2=NC3=CC=CN=C3C(=C2C(=O)OCC)N[C@H](CO)CCC)C=CC(=C1)OC